N[C@](COC)(C)C=1C=C(C=NC1)N (R)-5-(2-amino-1-methoxypropan-2-yl)pyridin-3-amine